C(C)(C)(C)OC(=O)NC1=CC=C(C=C1)C=1SC=C(N1)C(=O)N[C@@H]([C@@H](O)C)C(=O)OC Methyl (2-(4-((tert-butoxycarbonyl)amino)phenyl)thiazole-4-carbonyl)-L-allothreoninate